5-{[(2,2-Dimethylpropionyl)amino]methyl}-N-[1-(6-methoxypyridin-3-yl)-1H-indazol-4-yl]-2-(trifluoromethyl)benzamide CC(C(=O)NCC=1C=CC(=C(C(=O)NC2=C3C=NN(C3=CC=C2)C=2C=NC(=CC2)OC)C1)C(F)(F)F)(C)C